C(C1=CC=CC=C1)O[C@@H]1[C@@H](OC=C[C@@H]1OCC1=CC=CC=C1)COCC1=CC=CC=C1 (2S,3S,4S)-3,4-bis(benzyloxy)-2-((benzyloxy)methyl)-3,4-dihydro-2H-pyran